O=C1NC(CCC1N1CC2=CC=CC(=C2C1=O)C#CC1CCN(CC1)C(=O)OC(C)(C)C)=O tert-butyl 4-((2-(2,6-dioxopiperidin-3-yl)-3-oxoisoindolin-4-yl)ethynyl)-piperidine-1-carboxylate